C1(CC1)C1=CC(=NN1C1=CC=C(C=C1)NC(=O)C=1C=C2C=CC=NC2=CC1)C(F)(F)F N-{4-[5-cyclopropyl-3-(trifluoromethyl)-1H-pyrazol-1-yl]phenyl}quinoline-6-carboxamide